ClC1=CC(=C2C=NNC2=C1)C1(C[C@H]2C([C@H]2C1)NS(=O)(=O)C1=CC=CC=C1)O N-((1R,3r,5S,6r)-3-(6-chloro-1H-indazol-4-yl)-3-hydroxybicyclo[3.1.0]hexan-6-yl)benzenesulfonamide